C1(CCCC1)C1=NC2=NC=NC(=C2N1)NC(CC1=CC(=C(C=C1)F)C=1C=NN(C1)C)=O N-(8-cyclopentyl-7H-purin-6-yl)-2-(4-fluoro-3-(1-methyl-1H-pyrazol-4-yl)phenyl)acetamide